C(CC)C1(CCCCC1)CCCC propyl-butyl-cyclohexane